C(C)N(C(C1=C(C=C(C(=C1)F)F)C=O)=O)CC N,N-diethyl-4,5-difluoro-2-formylbenzamide